O=C1COC2=C(SC=3C(N[C@@H](CN1C23)C(=O)OC)=O)C=2C=NNC2 Methyl (S)-5,9-dioxo-2-(1H-pyrazol-4-yl)-4,5,6,7,8,9-hexahydro-3-oxa-1-thia-5a,8-diazabenzo[cd]azulene-7-carboxylate